FC1(CC2(CC(=C2)C=2CCCC3=C(C2C2=CC=C(C=C2)CC2CN(C2)CCCF)C=CC(=C3)C(=O)O)C1)F 8-(6,6-difluorospiro[3.3]hept-1-en-2-yl)-9-(4-((1-(3-fluoropropyl)azetidin-3-yl)methyl)phenyl)-6,7-dihydro-5H-benzo[7]annulene-3-carboxylic acid